BrC=1C=C(NC2(CCC3(C(N(C4=CC=C(C=C34)C#C[Si](C)(C)C(C)(C)C)C)=O)CC2)C(=O)OC)C=CC1 methyl (1r,4r)-4-(3-bromoanilino)-5'-{[tert-butyl(dimethyl)silyl]ethynyl}-1'-methyl-2'-oxo-1',2'-dihydrospiro[cyclohexane-1,3'-indole]-4-carboxylate